C(C)(=O)C1=CC(=C(COC2=CC=CC(=N2)C2CCN(CC2)C(=O)[O-])C=C1)OCC 4-(6-((4-Acetyl-2-ethoxybenzyl)oxy)pyridin-2-yl)piperidine-1-carboxylate